Oleyl Ether C(CCCCCCC\C=C/CCCCCCCC)OCCCCCCCC\C=C/CCCCCCCC